C(CCCCCCC)(=O)OCC(O)CO glycerol monooctanoate